3,4-difluoro-2-(2-fluoro-4-iodophenylamino)benzoic acid pentafluorobenzoate FC1=C(C(=C(C(=C1C(=O)O)F)F)F)F.FC=1C(=C(C(=O)O)C=CC1F)NC1=C(C=C(C=C1)I)F